7-(3-fluorobenzyl)-4-(4-methoxybenzyl)-6,7,8,9-tetrahydroimidazo[1,2-a]pyrido[3,4-e]pyrimidine-5(4H)-one FC=1C=C(CN2CC=3C(N(C=4N(C3CC2)C=CN4)CC4=CC=C(C=C4)OC)=O)C=CC1